t-butyl peroxy acetate CC(=O)OOC(C)(C)C